tert-butyl 4-(((4-(2,6-dioxopiperidin-3-yl)phenyl)amino)methyl)piperidine-1-carboxylate O=C1NC(CCC1C1=CC=C(C=C1)NCC1CCN(CC1)C(=O)OC(C)(C)C)=O